5-(((1-((6-chloropyridin-3-yl)amino)isoquinolin-6-yl)oxy)methyl)-1-methylpyrrolidin-2-one ClC1=CC=C(C=N1)NC1=NC=CC2=CC(=CC=C12)OCC1CCC(N1C)=O